C(C)(C)(C)C1=C(C(=CC(=C1)C)C(C)(C)C)C(O)(C(CO)(CO)CO)C1=C(C=C(C=C1C(C)(C)C)C)C(C)(C)C bis(2,6-Di-tert-butyl-4-methylphenyl)pentaerythritol